OCNCC(=O)[O-].[Na+] sodium hydroxymethylglycinate salt